C(C)(C)(C)C1=C(C(=CC(C1)(C)C(C)(C)C)N1N=C2C(=N1)C=CC(=C2)Cl)O 2-(3,5-di-tert-butyl-5-methyl-2-hydroxyphenyl)-5-chlorobenzotriazole